tert-butyl (S)-2-(8-amino-1-(4-(benzyloxy)phenyl)imidazo[1,5-a]pyrazin-3-yl)pyrrolidine-1-carboxylate NC=1C=2N(C=CN1)C(=NC2C2=CC=C(C=C2)OCC2=CC=CC=C2)[C@H]2N(CCC2)C(=O)OC(C)(C)C